5-bromo-1-(2-fluoroethyl)-1H-indazole-3-carboxylic acid methyl ester COC(=O)C1=NN(C2=CC=C(C=C12)Br)CCF